CC(C(C)N(C(C(=O)OCC(F)(F)F)=O)CC1=NC=CC=C1C)C 2,2,2-trifluoroethyl 2-((3-methylbutan-2-yl) ((3-methylpyridin-2-yl)methyl)amino)-2-oxoacetate